CC1(CCC(CC1)C1=CC=C(C=C1)NC1CCC(CC1)NC(=O)N)C 1-(4-((4-(4,4-Dimethylcyclohexyl)phenyl)amino)cyclohexyl)urea